COC(C1CCN(CC1)C=1C=C2CN(C(C2=CC1F)=O)C1C(NC(CC1)=O)=O)OC 3-[5-[4-(dimethoxymethyl)-1-piperidyl]-6-fluoro-1-oxo-isoindolin-2-yl]piperidine-2,6-dione